FC1=C(C(=CC=C1)F)NC=1N(C2=NC(=NC=C2N1)N[C@H]1[C@H](COCC1)C)C1CCC(CC1)C(=O)N (1S,4s)-4-(8-(2,6-difluorophenylamino)-2-((3R,4R)-3-methyltetrahydro-2H-pyran-4-ylamino)-9H-purin-9-yl)cyclohexanecarboxamide